Trans-(1-((6-(aminomethyl)pyridin-2-yl)sulfonyl)-5-phenylpiperidin-3-yl)(morpholino)methanone NCC1=CC=CC(=N1)S(=O)(=O)N1C[C@H](C[C@@H](C1)C1=CC=CC=C1)C(=O)N1CCOCC1